COC(=O)C1=CN(C(C=C1NC1CCN(CC1)C1CC1)=O)C1(CC1)C(F)F 4-((1-cyclopropylpiperidin-4-yl)amino)-1-(1-(difluoromethyl)cyclopropyl)-6-oxo-1,6-dihydropyridine-3-carboxylic acid methyl ester